N-tert-butyl-2-[[2-(3-hydroxypyridin-2-yl)-5H,6H,7H-cyclopenta[d]pyrimidin-4-yl](methyl)amino]acetamide C(C)(C)(C)NC(CN(C)C=1C2=C(N=C(N1)C1=NC=CC=C1O)CCC2)=O